CC1=NN2C(N(C([C@H](CC2)NC(=O)C2=NN(C=N2)[C@@H](C)C2=CC=CC=C2)=O)C)=C1 N-((S)-2,4-Dimethyl-5-oxo-5,6,7,8-tetrahydro-4H-pyrazolo[1,5-a][1,3]diazepin-6-yl)-1-((S)-1-phenylethyl)-1H-1,2,4-triazol-3-carboxamid